NC=1N=C(C(=NC1SC=1C(=NC=CC1)C(F)(F)F)C#N)Cl 5-amino-3-chloro-6-[(2-(trifluoromethyl)pyridin-3-yl)sulfanyl]pyrazine-2-carbonitrile